2-methyl-7-(trifluoromethyl)pyrazolo[1,5-a]pyridine-5-carboxylic acid CC1=NN2C(C=C(C=C2C(F)(F)F)C(=O)O)=C1